4-(1H-pyrazol-1-yl)benzimidic acid ethyl ester C(C)OC(C1=CC=C(C=C1)N1N=CC=C1)=N